BrC1=C(C(=CC(=C1)C#CC)OC)CC(=O)NC1(CCC(CC1)OCC(F)F)C(=O)OC Methyl 1-{2-[2-bromo-6-methoxy-4-(prop-1-yn-1-yl)phenyl]acetamido}-4-(2,2-difluoroethoxy)cyclohexanecarboxylate